(7-(4-Cyclopropylphenoxy)-2-azaspiro[3.5]nonan-2-yl)((1s,3s)-3-hydroxy-3-methylcyclobutyl)methanone C1(CC1)C1=CC=C(OC2CCC3(CN(C3)C(=O)C3CC(C3)(C)O)CC2)C=C1